vanadium-tungsten oxide [W]=O.[V]